3-((2-Carboxyethyl)amino)-7-methoxybenzo[e][1,2,4]triazine-1,4-dioxide C(=O)(O)CCNC=1N=[N+](C2=C([N+]1[O-])C=CC(=C2)OC)[O-]